N-(4,4-Difluorocyclohexyl)-1-[4-[[[3-(2-isopropyl-5-methoxyphenyl)-4-oxo-1,3-thiazolidin-2-ylidene]hydrazono]methyl]phenyl]-1,4,6,7-tetrahydropyrano[4,3-c]pyrazole-3-carboxamide FC1(CCC(CC1)NC(=O)C=1C2=C(N(N1)C1=CC=C(C=C1)C=NN=C1SCC(N1C1=C(C=CC(=C1)OC)C(C)C)=O)CCOC2)F